N,N-dioctylbenzotriazole-1-methylamine C(CCCCCCC)N(CN1N=NC2=C1C=CC=C2)CCCCCCCC